5-(2-(((3R,4S)-3-fluoro-1-(methylsulfonyl)piperidin-4-yl)amino)-5-(trifluoromethyl)-pyrimidin-4-yl)thiophene-3-carboxamide F[C@@H]1CN(CC[C@@H]1NC1=NC=C(C(=N1)C1=CC(=CS1)C(=O)N)C(F)(F)F)S(=O)(=O)C